1-(2-dimethylaminoethyl)-N4-[4-(1H-indol-3-yl)pyrimidin-2-yl]-5-methoxy-N1-methylbenzene-1,2,4-triamine CN(CCC1(C(C=C(C(=C1)OC)NC1=NC=CC(=N1)C1=CNC2=CC=CC=C12)N)NC)C